(S)-methyl 2-((S)-2-((tert-Butoxycarbonyl) (methyl) amino) propionamido)-2-cyclohexylacetate C(C)(C)(C)OC(=O)N([C@H](C(=O)N[C@H](C(=O)OC)C1CCCCC1)C)C